C(C)(C)(C)OC([C@@H](CC=1C=C(SC1)CC(=O)O)[C@@H]1CN(CC1)C(=O)OC(C)(C)C)=O 2-(4-((S)-3-(tert-butoxy)-2-((R)-1-(tert-butoxycarbonyl)pyrrolidin-3-yl)-3-oxopropyl)thiophen-2-yl)acetic acid